C(=O)(O)COC(C(=O)O)C(=O)O carboxymethyl-oxymalonic acid